COC(C1=C(C=C(C=C1\C=C\C1=CC(=CC=C1)O)OC)O)=O (E)-2-hydroxy-4-methoxy-6-(3-hydroxystyryl)benzoic acid methyl ester